C(C)C=1C(=NN2C1C(CCC2)(F)F)NC(C2=CC(=C(C=C2)C)C#CC=2C=NC(=NC2)NC)=O N-(3-ethyl-4,4-difluoro-6,7-dihydro-5H-pyrazolo[1,5-a]pyridin-2-yl)-4-methyl-3-[2-[2-(methylamino)pyrimidin-5-yl]ethynyl]benzamide